C1CCC2=C(C=3CCCC3C=C12)NC(=O)N=S(=O)(N)C1=CC=C(C=C1)CO N'-(1,2,3,5,6,7-hexahydro-s-indacen-4-ylcarbamoyl)-4-(hydroxymethyl)benzenesulfonimidamide